ON1C(NC(N([C@H]2[C@H](O)[C@H](O)[C@@H](CO)O2)C1)=O)=O 5-hydroxy-5-azauridine